caproyl-urea C(CCCCC)(=O)NC(=O)N